C1(CC1)OC1=C(C=CC(=C1)P(=O)(C)C)N(C(OC(C)(C)C)=O)CC#C tert-butyl (2-cyclopropoxy-4-(dimethylphosphoryl)phenyl)(prop-2-yn-1-yl)carbamate